C(C1=CC=CC=C1)OC1=C(C(=NC(=C1)Cl)C)C(C)NS(=O)C(C)(C)C rac-N-(1-(4-(benzyloxy)-6-chloro-2-methylpyridin-3-yl)ethyl)-2-methylpropane-2-sulfinamide